C1CC(OC1)C(Cl)Cl The molecule is a member of the class of oxolanes that is oxolane (tetrahydrofuran) substituted by a dichloromethyl group at position 2. It has a role as a metabolite. It is a member of oxolanes and an organochlorine compound. It derives from a hydride of an oxolane.